(6S)-5-[(2S)-2-amino-3,3-dimethylbutyryl]-5-azaspiro[2.4]heptane-6-carboxylic acid N[C@H](C(=O)N1CC2(CC2)C[C@H]1C(=O)O)C(C)(C)C